COC1=C(C=CC=C1)C1=CN(C2=NC(=CC=C21)NC(=O)NCCN2CCN(CC2)C(=O)OC(C)(C)C)COCC[Si](C)(C)C tert-butyl 4-[2-([[3-(2-methoxyphenyl)-1-[[2-(trimethylsilyl)ethoxy]methyl]pyrrolo[2,3-b]pyridin-6-yl]carbamoyl]amino)ethyl]piperazine-1-carboxylate